Hexahydro-7H-benzo[e]pyrazino[2,1-c][1,4]oxazepine-9-carboxamide C1CNCC2COCC3=C(N21)C=CC(=C3)C(=O)N